2-[8-[[3-hydroxycyclohexyl]amino]-2-methyl-pyrido[2,3-d]pyridazin-5-yl]-5-(trifluoromethyl)phenol OC1CC(CCC1)NC=1N=NC(=C2C1N=C(C=C2)C)C2=C(C=C(C=C2)C(F)(F)F)O